N-(1-(4,4-difluorocyclohexyl)-6-oxo-1,6-dihydropyridazin-3-yl)-1-((2-hydroxyethyl)sulfonyl)-6-(6-azaspiro[2.5]octan-6-yl)indoline-5-carboxamide FC1(CCC(CC1)N1N=C(C=CC1=O)NC(=O)C=1C=C2CCN(C2=CC1N1CCC2(CC2)CC1)S(=O)(=O)CCO)F